ketopentazine O=C1N=NN=NN1